(S)-N-(2,2-difluoro-1-(5-fluoro-1-neopentyl-6-(6-oxo-2-(trifluoromethyl)-1,6-dihydropyridin-3-yl)-1H-indol-3-yl)ethyl)cyclopropanesulfonamide FC([C@H](C1=CN(C2=CC(=C(C=C12)F)C1=C(NC(C=C1)=O)C(F)(F)F)CC(C)(C)C)NS(=O)(=O)C1CC1)F